3-((2-(3-methoxyphenyl)pyrrolidin-1-yl)carbonyl)-1,5,7-trimethyl-1,5-dihydro-4H-pyrrolo[3,2-c]pyridin-4-one COC=1C=C(C=CC1)C1N(CCC1)C(=O)C1=CN(C2=C1C(N(C=C2C)C)=O)C